C(C)(C)(C)OC(=O)NC1(CCCCC1)CC(=O)O 2-(1-{[(tert-butoxy)carbonyl]amino}cyclohexyl)acetic acid